6-(4-fluorophenyl)-4-[(6-methyl-3-pyridyl)methoxy]pyrido[2,3-d]pyrimidine FC1=CC=C(C=C1)C1=CC2=C(N=CN=C2OCC=2C=NC(=CC2)C)N=C1